(S*)-3-[[5-[3-(Difluoromethyl)-4-fluoro-phenyl]-3-pyridyl]methyl]-5-isopropyl-oxazolidin-2-one FC(C=1C=C(C=CC1F)C=1C=C(C=NC1)CN1C(O[C@H](C1)C(C)C)=O)F |o1:19|